4-amino-5-nitrofuran-3-carboxylic acid NC=1C(=COC1[N+](=O)[O-])C(=O)O